4-methoxy-2-(2-methoxy-5-methylphenyl)-N-(2-methylquinoline-5-sulfonyl)oxolane-2-carboxamide COC1CC(OC1)(C(=O)NS(=O)(=O)C=1C=2C=CC(=NC2C=CC1)C)C1=C(C=CC(=C1)C)OC